COC1=C(C=CC=C1)C#CCN 3-(2-methoxyphenyl)prop-2-yn-1-amine